The molecule is trianion of 1-carboxyvinyl carboxyphosphonate arising from deprotonation of the carboxy and phosphonate groups; major species at pH 7.3. It is a dicarboxylic acid dianion and an organophosphonate oxoanion. It is a conjugate base of a 1-carboxyvinyl carboxyphosphonate. C=C(C(=O)[O-])OP(=O)(C(=O)[O-])[O-]